[S-2].[Zn+2] zinc sulfide